ClCC1=NC(=NO1)C=1C=NC=C(C1)F 5-(chloromethyl)-3-(5-fluoropyridin-3-yl)-1,2,4-oxadiazole